COC1=C(C=CC(=C1)C1=CC=NN1C)NC=1N=C(C2=C(N1)NC=C2C#N)N[C@@H](COC)C (R)-2-((2-methoxy-4-(1-methyl-1H-pyrazol-5-yl)phenyl)amino)-4-((1-methoxypropan-2-yl)amino)-7H-pyrrolo[2,3-d]pyrimidine-5-carbonitrile